aluminum 1-pentanesulfonate C(CCCC)S(=O)(=O)[O-].[Al+3].C(CCCC)S(=O)(=O)[O-].C(CCCC)S(=O)(=O)[O-]